FC(C(F)F)(F)C(C(C)(OCC)OCC)CC(C(F)F)(F)F 1,1,2,2-tetrafluoroethyl-2,2,3,3-tetrafluoropropyl-diethoxypropane